3-fluoro-4-hydroxy-5-(methylsulfonylamino)-N-(4'-(trifluoromethyl)-[1,1'-biphenyl]-4-yl)benzamide FC=1C=C(C(=O)NC2=CC=C(C=C2)C2=CC=C(C=C2)C(F)(F)F)C=C(C1O)NS(=O)(=O)C